5-((3-(Cyclopropylmethyl)-2,4,5-trioxoimidazolidin-1-yl)methyl)-1,2,4-oxadiazol C1(CC1)CN1C(N(C(C1=O)=O)CC1=NC=NO1)=O